FC1=C2C=NNC2=CC(=C1)C=CC(=O)N 3-(4-fluoro-1H-indazol-6-yl)acrylamide